Cl.C(C(C)C)C1=CC(=C(C#N)C=C1)N1CCNCC1 4-Isobutyl-2-(piperazin-1-yl)benzonitrile hydrochloride